NC1=C(OCCS(=O)(=O)O)C=CC=C1 2-(2-Aminophenoxy)Ethan-1-sulfonic Acid